6-morpholino-8-(pyridin-4-yl)-9-((2-(trimethylsilyl)ethoxy)methyl)-9H-purine-2-carbonitrile O1CCN(CC1)C1=C2N=C(N(C2=NC(=N1)C#N)COCC[Si](C)(C)C)C1=CC=NC=C1